5-phenoxy-N1,N3-diphenylbenzene-1,3-diamine O(C1=CC=CC=C1)C=1C=C(C=C(C1)NC1=CC=CC=C1)NC1=CC=CC=C1